(1R,3r,5S)-8-oxabicyclo[3.2.1]octan-3-amine [C@H]12CC(C[C@H](CC1)O2)N